ClC1=NN(C=C1NC=1N=CC2=C(N1)N(C=C2Cl)CC)[C@@H]2CN(CC2)C(=O)C2CCCC2 (S)-(3-(3-chloro-4-(5-chloro-7-ethyl-7H-pyrrolo[2,3-d]pyrimidin-2-ylamino)-1H-pyrazol-1-yl)pyrrolidin-1-yl)(cyclopentyl)methanone